S1C=NC=C1CCN 2-(thiazol-5-yl)ethan-1-amine